CC1=NOC(=C1C=1C=CC(=NC1)NC([C@H](C1CCC(CC1)C)NC(=O)C1=CC=NN1C(C)C)=O)C N-((S)-2-((5-(3,5-dimethylisoxazol-4-yl)pyridin-2-yl)amino)-1-((1r,4S)-4-methylcyclohexyl)-2-oxoethyl)-1-isopropyl-1H-pyrazole-5-carboxamide